4-(5-(2,6-dimethylphenoxy)-1-methyl-2-oxo-1,2-dihydropyridin-4-yl)-2-(2-fluoro-5-(trifluoromethyl)phenyl)-6-methyl-1,6-dihydro-7H-pyrrolo[2,3-c]pyridin CC1=C(OC=2C(=CC(N(C2)C)=O)C=2C3=C(CN(C2)C)NC(=C3)C3=C(C=CC(=C3)C(F)(F)F)F)C(=CC=C1)C